C12(CC(C1)C2)B2OC(C(O2)(C)C)(C)C 2-(bicyclo[1.1.1]pentan-1-yl)-4,4,5,5-tetramethyl-1,3,2-dioxaborolane